Cl.C(CC1=CC=CC=C1)N1CCNCC1 1-phenethyl-piperazine hydrochloride